(S)-7-((2S,3S)-5-Chloro-6-fluoro-3-hydroxy-2-phenyl-2-((S)-pyrrolidin-2-yl)-2,3-dihydrobenzofuran-4-yl)-6-fluoro-2-methyl-2,4-dihydrochromeno[3,4-c]pyrazole-8-carboxamide ClC=1C(=CC2=C([C@@H]([C@@](O2)([C@H]2NCCC2)C2=CC=CC=C2)O)C1C=1C(=CC2=C(C1F)OCC1=NN(C=C12)C)C(=O)N)F